C(C)(=O)N1C(NC(C=C1)=O)=O 1-acetyl-pyrimidine-2,4(1H,3H)-dione